CC1=NN2C=3C(OCC2=N1)=C(C=CC3)N 2-methyl-4H-benzo[b][1,2,4]triazolo[1,5-d][1,4]oxazin-6-amine